O=C1N(C(C2=CC=CC=C12)=O)C(C(=O)O)CN1C2=CC=CC=C2C=2C(=CC=CC12)OCC1OC1 (1,3-Dioxoisoindolin-2-yl)-3-(4-(oxiran-2-ylmethoxy)-9H-carbazol-9-yl)propionic acid